3-(2-chlorophenyl)-7-fluoro-2-(oxetan-4-yl)-4-oxo-2,3-dihydro-1H-quinoline-5-carboxylic acid methyl ester COC(=O)C=1C=2C(C(C(NC2C=C(C1)F)C1CCO1)C1=C(C=CC=C1)Cl)=O